CC=1C=C(C=CC1C)N1N=C(C=2C=NC=3C=CC(=CC3C21)OC)C2=CC=C(C=C2)C2=CC=NC=C2 4-{4-[1-(3,4-dimethylphenyl)-8-methoxy-1H-pyrazolo[4,3-c]quinolin-3-yl]phenyl}pyridine